C1(=CC=CC=C1)C(CN)C 2-phenylpropyl-amine